2-(3-Acetyl-phenyl)-6-(3-ethoxyphenyl)-5,7-dimethyl-2,6-dihydro-1H-pyrrolo[3,4-d]pyridazin-1-one C(C)(=O)C=1C=C(C=CC1)N1N=CC=2C(C1=O)=C(N(C2C)C2=CC(=CC=C2)OCC)C